4-HYDROXYPYRIMIDINE-5-CARBOXYLIC ACID OC1=NC=NC=C1C(=O)O